CSC=1C=CC=2N(C=3C=CC=CC3C2N1)CC1=CC=C(CP(OCC)(OCC)=O)C=C1 diethyl (4-((2-(methylthio)-5H-pyrido[3,2-b]indol-5-yl)methyl)benzyl)phosphonate